COC1=C(C=C(C=C1)C)[C@@]1([C@@H](C1)C1=CC(=CC=C1)C(F)(F)F)C(=O)NS(=O)(=O)C=1C=2C=CC(=NC2C=CC1)C (1R,2S)-1-(2-methoxy-5-methylphenyl)-N-(2-methylquinoline-5-sulfonyl)-2-[3-(trifluoromethyl)phenyl]cyclopropane-1-carboxamide